C(C)(=O)NC=1C=C2C(=CC=NC2=CC1OC)OC1=C(C=C(C=C1)NC(=O)C1=C2C(=CN(C1=O)C1=CC=C(C=C1)F)CCO2)F N-(4-((6-acetylamino-7-methoxyquinolin-4-yl)oxy)-3-fluorophenyl)-5-(4-fluorophenyl)-6-oxo-2,3,5,6-tetrahydrofuro[3,2-c]pyridine-7-carboxamide